Ditert-butyl [3,5-dimethyl-4-[4-[[(2S)-2-[(2-methylpyrazole-3-carbonyl)amino]-3,3-diphenyl-propanoyl]amino]phenyl]pyrazol-1-yl]methyl phosphate P(=O)(OC(C)(C)C)(OC(C)(C)C)OCN1N=C(C(=C1C)C1=CC=C(C=C1)NC([C@H](C(C1=CC=CC=C1)C1=CC=CC=C1)NC(=O)C=1N(N=CC1)C)=O)C